C\C(=C/CC[C@@]1([C@H](CC=2C(=C3CN(C(C3=CC2OS(=O)(=O)N2CCOCC2)=O)[C@H](C(=O)O)CCCN2C(C3=CC(=C4C(=C3C2)O[C@@]([C@H](C4)O)(CC\C=C(\CCC=C(C)C)/C)C)OS(=O)(=O)N4CCOCC4)=O)O1)O)C)\CCC=C(C)C (S)-2,5-bis((2R,3S)-2-((E)-4,8-dimethylnona-3,7-dien-1-yl)-3-hydroxy-2-methyl-5-((morpholinosulfonyl)oxy)-7-oxo-3,4,7,9-tetrahydropyrano[2,3-E]isoindol-8(2H)-yl)pentanoic acid